6-(4-(4-(aminomethyl)-1-oxo-1,2-dihydrophthalazin-6-yl)-1-methyl-1H-pyrazol-5-yl)-2-methyl-3-(1-methyl-1H-pyrazol-4-yl)benzonitrile NCC1=NNC(C2=CC=C(C=C12)C=1C=NN(C1C1=CC=C(C(=C1C#N)C)C=1C=NN(C1)C)C)=O